C(C)(C)(C)OC(=O)NC(C(=O)O)CCN(CCCCC1=NC=2NCCCC2C=C1)CC1(CC1)C#N 2-(tert-butoxycarbonylamino)-4-[(1-cyanocyclopropyl)methyl-[4-(5,6,7,8-tetrahydro-1,8-naphthyridin-2-yl)butyl]amino]butanoic acid